ClC1=NC=C(C(=N1)NC1=C(C=CC=C1)S(=O)(=O)C(C)C)C1CC1 2-chloro-5-cyclopropyl-N-(2-(isopropylsulfonyl)phenyl)pyrimidin-4-amine